(R)-3-(benzofuran-7-yloxy)-N-methyl-3-(thien-2-yl)propan-1-amine hydrochloride Cl.O1C=CC2=C1C(=CC=C2)O[C@H](CCNC)C=2SC=CC2